O=C1N(CCC(N1)=O)C1=NN(C2=CC(=C(C=C12)F)C1C(CN(CC1)CC(=O)O)(F)F)C 2-[4-[3-(2,4-dioxohexahydropyrimidin-1-yl)-5-fluoro-1-methyl-indazol-6-yl]-3,3-difluoro-1-piperidinyl]acetic acid